C1(CCC1)CN1C2CC(CC1CC2)N2CCC(CC2)C=2C=C(C1=C(N(C(=N1)C1=CC=C(C=C1)S(=O)(=O)C)C)C2)C 6-(1-(8-(cyclobutylmethyl)-8-azabicyclo[3.2.1]octan-3-yl)piperidin-4-yl)-1,4-dimethyl-2-(4-(methylsulfonyl)phenyl)-1H-benzo[d]imidazole